FC(C(=O)[O-])(F)F.C(C)OC(=O)C1=CC=C(C(=O)NC=2C=C(C=CC2C)[NH3+])C=C1 3-(4-(ethoxycarbonyl)benzamido)-4-methylbenzenaminium 2,2,2-trifluoroacetate